tert-butyl ((4-methyl-2-(((1R*,3S*)-3-(2-oxoethyl)cyclohexyl)oxy)phenyl)sulfonyl)-L-prolinate CC1=CC(=C(C=C1)S(=O)(=O)N1[C@@H](CCC1)C(=O)OC(C)(C)C)O[C@H]1C[C@H](CCC1)CC=O |o1:23,25|